ClC1=CC=CC(=N1)CCO 2-(6-chloro-2-pyridyl)ethanol